C(CCCCCC)C(C(=O)OCCCCCCC1NC(CN(C1)CCCO)CCCCCCOC(C(CCCCCCC)CCCCCCC)=O)CCCCCCC (4-(3-hydroxypropyl)piperazine-2,6-diyl)bis(hexane-6,1-diyl) bis(2-heptylnonanoate)